(±)-1-(8-fluoro-6-(5-fluoro-2-((1-(methylsulfonyl)piperidin-4-yl)amino)pyrimidin-4-yl)-2-methylquinolin-4-yl)ethan-1-ol methanesulfonate CS(=O)(=O)O[C@H](C)C1=CC(=NC2=C(C=C(C=C12)C1=NC(=NC=C1F)NC1CCN(CC1)S(=O)(=O)C)F)C |r|